C(C)(C)C1=C(NC2=CC=C(C=C12)C1CCN(CC1)CCOC)C1=CC=2N(C(=C1)OC)N=CN2 7-(3-isopropyl-5-(1-(2-methoxyethyl)piperidin-4-yl)-1H-indol-2-yl)-5-methoxy-[1,2,4]triazolo[1,5-a]pyridine